C(C)N1CCC2(C[C@@H]2C(=O)N[C@@H](CCCCCC(CC)=O)C=2OC(=CN2)C=2C=C3C=CN(C(C3=CC2OC)=O)CC)CC1 (S)-6-Ethyl-N-((S)-1-(5-(2-ethyl-7-methoxy-1-oxo-1,2-dihydroisochinolin-6-yl)oxazol-2-yl)-7-oxononyl)-6-azaspiro[2.5]octan-1-carboxamid